6-(7,8-dimethyl-[1,2,4]triazolo[4,3-b]pyridazin-6-yl)-3-(6-(pyrrolidin-1-yl)pyridin-3-yl)-5,6,7,8-tetrahydro-1,6-naphthyridine CC1=C(C=2N(N=C1N1CC=3C=C(C=NC3CC1)C=1C=NC(=CC1)N1CCCC1)C=NN2)C